C(#N)/C(/C(=O)NC1=CC(=CC=C1)C1=CC=CC=C1)=C(\C=1C=NOC1C)/O (Z)-2-cyano-3-hydroxy-3-(5-methylisoxazol-4-yl)-N-(3-phenylphenyl)prop-2-enamide